N[C@@H]1[C@H](CC1)C1=C(C2=NC(=CC(=C2O1)NCC=1SC=CC1)Cl)Br 2-[(1S,2S)-2-aminocyclobutyl]-3-bromo-5-chloro-N-(thiophen-2-ylmethyl)furo[3,2-b]pyridin-7-amine